racemic-2-(tert-butoxycarbonyl)isoindoline-1-carboxylic acid C(C)(C)(C)OC(=O)N1[C@H](C2=CC=CC=C2C1)C(=O)O |r|